BrC=1C=C(C=CC1OC)CN (3-bromo-4-methoxy-phenyl)methanamine